CC1=NC(=NO1)C1=CC=C2C=CN=C(C2=C1)NCCC=1SC2=C(N1)C=C(C=C2)C(=O)OCC Ethyl 2-(2-{[7-(5-methyl-1,2,4-oxadiazol-3-yl)isoquinolin-1-yl]amino}ethyl)-1,3-benzothiazole-5-carboxylate